N-(2,6-difluorophenyl)[5-(5-chlorobenzothiazol-6-yl)(2-thienyl)]carboxamide FC1=C(C(=CC=C1)F)NC(=O)C=1SC(=CC1)C1=CC2=C(N=CS2)C=C1Cl